C[C@H]1[C@H]([C@H]([C@@H]([C@@H](O1)O[C@@H]2[C@H]([C@@H](O[C@@H]([C@H]2O[C@H]3[C@@H]([C@H]([C@H]([C@H](O3)CO)O)O[C@@H]4[C@@H]([C@H]([C@H]([C@H](O4)CO)O)O)O)O)CO)O[C@H]5[C@H]([C@@H]([C@H](O[C@@H]5OC[C@@H]6[C@H]([C@@H]([C@@H]([C@@H](O6)O[C@@H]7[C@H](O[C@H]([C@@H]([C@H]7O)NC(=O)C)O[C@@H]8[C@H](O[C@H]([C@@H]([C@H]8O)NC(=O)C)O)CO)CO)O)O[C@@H]9[C@H]([C@H]([C@@H]([C@H](O9)CO)O)O)O[C@H]1[C@@H]([C@H]([C@@H]([C@H](O1)CO)O[C@H]1[C@@H]([C@H]([C@H]([C@H](O1)CO)O)O[C@@H]1[C@@H]([C@H]([C@H]([C@H](O1)CO)O)O)O)O)O[C@H]1[C@H]([C@@H]([C@@H]([C@@H](O1)C)O)O)O)NC(=O)C)O)CO)O)O)NC(=O)C)O)O)O The molecule is an amino oligosaccharide that is a tridecasaccharide derivative in which two pentasaccharide branches, each formed from alpha-D-galactosyl-(1->3)-beta-D-galactosyl-(1->4)-[alpha-L-fucosyl-(1->3)]-N-acetyl-beta-D-glucosaminyl-(1->2)-alpha-D-mannose, are linked (1->3) and (1->6) to the mannose residue of a trisaccharide chain consisting of mannose and two N-acetylglucosamine residues all linked beta(1->4) with a beta-configuration of the anomeric carbon of the N-acetylglucosamine residue at the reducing end. It has a role as an epitope. It is an amino oligosaccharide and a glucosamine oligosaccharide.